C(C=C)(=O)OCCC[Si](O[Si](C)(C)C)(O[Si](C)(C)C)O[Si](C)(C)C acryloyloxypropyl-tris(trimethylsiloxy)silane